COC=1C=C2C(=CC=NC2=C(C1)C)N1C(C2=CC(=CC(=C2CC1)C=1C(=NN(C1)C)C(F)(F)F)CN1C(=NC=C1)C)=O 2-(6-methoxy-8-methylquinolin-4-yl)-7-((2-methyl-1H-imidazol-1-yl)methyl)-5-(1-methyl-3-(trifluoromethyl)-1H-pyrazol-4-yl)-3,4-dihydroisoquinolin-1(2H)-one